methyl 2-((2-(3-aminopropyl)-3,4-difluorophenyl)amino)-5-fluoro-4-(trifluoromethyl)benzoate, trifluoroacetic acid salt FC(C(=O)O)(F)F.NCCCC1=C(C=CC(=C1F)F)NC1=C(C(=O)OC)C=C(C(=C1)C(F)(F)F)F